C(#N)C1=CC(=C(COC2=CC=CC(=N2)C2(CCN(CC2)C(=O)OC(C)(C)C)O)C=C1)F tert-butyl 4-(6-((4-cyano-2-fluorobenzyl) oxy) pyridin-2-yl)-4-hydroxypiperidine-1-carboxylate